(4-chloro-2-fluorophenyl)propane-1,3-diol ClC1=CC(=C(C=C1)C(CCO)O)F